C(C1=CC=CC=C1)(=O)SCCNC(CCCN)=O S-(2-(4-aminobutyrylamino) ethyl) thiobenzoate